N1=C(C=CC=C1)CNCC1=CC=C(C=C1)CN1CC2NCONC2C1 8-[[4-[[(2-pyridinylmethyl)amino]methyl]phenyl]methyl]-2,5,8-triaza-3-oxabicyclo[4.3.0]nonane